ClC=1C=C(C=CC1F)NC(=O)C=1C=2CC[C@@H](C2C(=CC1)F)NS(=O)(=O)N1CCOCC1 (S)-N-(3-chloro-4-fluorophenyl)-7-fluoro-1-(morpholine-4-sulfonamido)-2,3-dihydro-1H-indene-4-carboxamide